Ethyl 2-(2,6-dimethyl-4-(2-(4-(4-(trifluoromethyl) benzyl) piperazin-1-yl) ethyl) phenoxy)-2-methylpropionate CC1=C(OC(C(=O)OCC)(C)C)C(=CC(=C1)CCN1CCN(CC1)CC1=CC=C(C=C1)C(F)(F)F)C